BrC1=C(C=C2NC(C(N(C2=C1)C=1C(=NC=CC1)OC)=O)=O)Cl 7-Bromo-6-chloro-1-(2-methoxypyridin-3-yl)-1,4-dihydroquinoxaline-2,3-dione